C(#N)CC(=O)OCC1=CC=CC=C1 Benzyl 2-cyanoacetate